(5R,7S,8S)-7-hydroxy-7-(hydroxymethyl)-8-methyl-5,6,7,8,13,14-hexahydro-15H-16-oxa-4b,8a,14-triaza-5,8-methanodibenzo[b,h]cycloocta[jkl]cyclopenta[e]-as-indacen-15-one C[C@@]12[C@](C[C@@H](O1)N3C4=CC=CC=C4C5=C6C(=C7C8=CC=CC=C8N2C7=C53)CNC6=O)(CO)O